NCC1CC2(C1)CCN(CC2)C2=CC=CC=1N(C(N(C12)C)=O)C1C(NC(CC1)=O)=O 3-(4-(2-(aminomethyl)-7-azaspiro[3.5]nonan-7-yl)-3-methyl-2-oxo-2,3-dihydro-1H-benzo[d]imidazol-1-yl)piperidine-2,6-dione